O=C1N[C@H]2[C@@H](N1)CS[C@H]2CCCCC(=O)NCCOCCOCC#C 5-((3AS,4S,6aR)-2-oxohexahydro-1H-thieno[3,4-d]imidazol-4-yl)-N-(2-(2-(prop-2-yn-1-yloxy)ethoxy)ethyl)pentanamide